tert-butyl (2-((5-((6-(3-methyl-4-(N-methylpropionamido)phenyl)nicotinamido) methyl)pyridin-2-yl)amino)ethyl)carbamate CC=1C=C(C=CC1N(C(CC)=O)C)C1=NC=C(C(=O)NCC=2C=CC(=NC2)NCCNC(OC(C)(C)C)=O)C=C1